CC1=CC=C(C(=O)N(NC2=CC=CC=C2)C2=CC=CC=C2)C=C1 4-methyl-N,N'-diphenyl-benzoyl-hydrazine